C(C)N1[C@H](CC1)COC=1C=NN(C1C1=CC=2N(C=C1)N=C(C2)NC2=NC=C(N=C2)C)C (R)-5-(4-((1-Ethylazetidin-2-yl)methoxy)-1-methyl-1H-pyrazol-5-yl)-N-(5-methylpyrazin-2-yl)pyrazolo[1,5-a]pyridin-2-amine